CC1(OC2=C(O1)C=CC=C2NC2=NC=1N(C(=C2)NC)N=CC1NC(=O)NC)C 1-(5-((2,2-dimethylbenzo[d][1,3]dioxol-4-yl)amino)-7-(methylamino)pyrazolo[1,5-a]pyrimidin-3-yl)-3-methylurea